C(CCC)OC=C(C)C1=CC=C(C=C1)C(=COCCOCCOCCC)C 1-(1-butoxyprop-1-en-2-yl)-4-(1-(2-(2-propoxyethoxy)ethoxy)prop-1-en-2-yl)benzene